[Si](C)(C)(C(C)(C)C)C1=C(C(=C(C(=C1F)F)[B-](C1=C(C(=C(C(=C1F)F)[Si](C)(C)C(C)(C)C)F)F)(C1=C(C(=C(C(=C1F)F)[Si](C)(C)C(C)(C)C)F)F)C1=C(C(=C(C(=C1F)F)[Si](C)(C)C(C)(C)C)F)F)F)F.C[NH+](C1=CC=CC=C1)C N,N-dimethylanilinium tetrakis(4-(t-butyldimethylsilyl)-2,3,5,6-tetrafluorophenyl)borate